C1(CC1)C=1C2=C(N=C(N1)NC1=C(C=C(C=C1)S(=O)(=O)N1C(CCCC1)N1CCOCC1)OC)NC=C2C(F)(F)F 4-cyclopropyl-N-(2-methoxy-4-((morpholino-piperidin-1-yl)sulfonyl)phenyl)-5-(trifluoromethyl)-7H-pyrrolo[2,3-d]pyrimidin-2-amine